(R)-3-(5-chloropyridin-2-yl)-3-(1-(trifluoromethyl)cyclopropyl)propanoic acid ClC=1C=CC(=NC1)[C@H](CC(=O)O)C1(CC1)C(F)(F)F